(2R,3R,4R,5R)-5-(6-benzoyl-9H-purin-9-yl)-2-((bis(4-methoxyphenyl) (phenyl) methoxy) methyl)-4-fluorotetrahydrofuran-3-yl (2-cyanoethyl) diisopropylphosphoramidite C(C)(C)N(P(O[C@@H]1[C@H](O[C@H]([C@@H]1F)N1C2=NC=NC(=C2N=C1)C(C1=CC=CC=C1)=O)COC(C1=CC=CC=C1)(C1=CC=C(C=C1)OC)C1=CC=C(C=C1)OC)OCCC#N)C(C)C